2,6-bis(3-methylimidazolium-1-yl)pyridine-4-carboxylic acid C[N+]1=CN(C=C1)C1=NC(=CC(=C1)C(=O)O)N1C=[N+](C=C1)C